2-(3,5-dichloro-4-(3-(2-fluoropyridin-4-yl)-4-hydroxybenzyl)phenoxy)-N-methylacetamide ClC=1C=C(OCC(=O)NC)C=C(C1CC1=CC(=C(C=C1)O)C1=CC(=NC=C1)F)Cl